(R)-5-(4-(1-((2,3-dihydrobenzofuran-5-yl)sulfonyl)pyrrolidin-3-yl)-1H-1,2,3-triazol-1-yl)benzo[d]thiazole O1CCC2=C1C=CC(=C2)S(=O)(=O)N2C[C@@H](CC2)C=2N=NN(C2)C=2C=CC1=C(N=CS1)C2